CCCCCCCCCC(C)C isododec-ane